[N+](=O)([O-])C1=C(C=CC=C1)C=NN1C(NC(C1)=O)=O 1-[[(2-nitrophenyl)methylene]amino]-2,4-imidazolidinedione